5-[7-[[6-[(2R)-2-(hydroxymethyl)morpholin-4-yl]pyridazin-3-yl]amino]-3-methylimidazo[4,5-b]pyridin-5-yl]oxy-4-methyl-pyridine-2-carbonitrile OC[C@H]1CN(CCO1)C1=CC=C(N=N1)NC1=C2C(=NC(=C1)OC=1C(=CC(=NC1)C#N)C)N(C=N2)C